(thio)urea C(=O)(N)NS